FC=1C=C(C=C(C1O)F)[C@H](CN1C[C@H]2[C@@H](C1)CC(C2)OC2=C(C=C(C=C2)F)F)O (3aS,5S,6aR)-2-((R)-2-(3,5-difluoro-4-hydroxyphenyl)-2-hydroxyethyl)-5-(2,4-difluorophenoxy)hexahydrocyclopenta[c]pyrrol